C(C=C)C(C=C)N (Prop-2-en-1-yl)prop-2-en-1-amine